C(CCC)OC1=CC=C(C=C1)C=1C(=C2N(CCN(C2)C(=O)NC(C)(C)C)C1C1CC1)C(=O)N 7-(4-butoxyphenyl)-N2-tert-butyl-6-cyclopropyl-3,4-dihydropyrrolo[1,2-a]pyrazine-2,8(1H)-dicarboxamide